1-(4-chlorophenyl)-5-phenyl-4,5-dihydro-1H-pyrazole-3-carboxylic acid ethyl ester C(C)OC(=O)C1=NN(C(C1)C1=CC=CC=C1)C1=CC=C(C=C1)Cl